COC[C@@H]1CN(CCN1C)C=1C=CC2=C(C1C)OC(C=1CNCCC12)=O (S)-8-(3-(methoxymethyl)-4-methylpiperazin-1-yl)-7-methyl-1,2,3,4-tetrahydro-5H-chromeno[3,4-c]pyridin-5-one